COC(=O)C=1N(C=C(C1)C=1C=NN(C1)C1=C(C=C(C=C1Cl)C(C(F)(F)F)(C(F)(F)F)F)Cl)C Methyl-4-{1-(2,6-dichloro-4-(1,1,1,2,3,3,3-heptafluoropropan-2-yl)phenyl)-1H-pyrazol-4-yl}-1-methyl-1H-pyrrole-2-carboxylate